C(#N)C=1C=CC(=C(C1)C1=CC(=NC=C1C(=O)NC=1SC2=C(N1)CN(C2)S(=O)(=O)C2CC2)C)OC 4-(5-Cyano-2-methoxyphenyl)-N-(5-(cyclopropylsulfonyl)-5,6-dihydro-4H-pyrrolo[3,4-d]thiazol-2-yl)-6-methylnicotinamide